N1[C@@H](CCC1)C(=O)OCCC1=CC=2C(=NC=CC2C=2C=NN3N=CC=CC32)N1S(=O)(=O)C1=CC=CC=C1 2-(1-(phenylsulfonyl)-4-(pyrazolo[1,5-b]pyridazin-3-yl)-1H-pyrrolo[2,3-b]pyridin-2-yl)ethyl L-prolinate